racemic-(2R)-2-[[4-[[6-(1-hydroxyethyl)-3-isopropyl-imidazo[1,2-a]pyridin-8-yl]amino]-1-piperidinyl]methyl]morpholine-4-carboxylic acid tert-butyl ester C(C)(C)(C)OC(=O)N1C[C@H](OCC1)CN1CCC(CC1)NC=1C=2N(C=C(C1)C(C)O)C(=CN2)C(C)C |r|